5-iodo-3-((4-isopropylphenyl)amino)-4H-benzo[e][1,2,4]thiadiazine 1,1-dioxide IC1=CC=CC2=C1NC(=NS2(=O)=O)NC2=CC=C(C=C2)C(C)C